8-(2-bromoethoxy)-1H,2H,3H,5H,6H,10bH-pyrrolo[2,1-a]isoquinolin-3-one BrCCOC=1C=C2CCN3C(C2=CC1)CCC3=O